6-methyl-N-(3-phenylpropyl)-2-(trifluoromethyl)thieno[2,3-d]pyrimidin-4-amine CC1=CC2=C(N=C(N=C2NCCCC2=CC=CC=C2)C(F)(F)F)S1